Cl.N1=CC=C(C=C1)B(O)O PYRIDINE-4-BORONIC ACID HYDROCHLORIDE